ClC1=CC(=C(C=C1)N1CC2(CCN(C2)C(=O)OC(C)(C)C)CC1)F tert-butyl 7-(4-chloro-2-fluoro-phenyl)-2,7-diazaspiro[4.4]nonane-2-carboxylate